monobenzoyl chloride C(C1=CC=CC=C1)(=O)Cl